N1(C2=C(OCC1)C=NC1=C2C=CN1)[C@H]1C[C@H](C1)NS(=O)(=O)C1CN(C1)C(=O)OCC1=CC=CC=C1 benzyl 3-(N-((cis)-3-(2,3-dihydropyrrolo[3',2':5,6]pyrido[3,4-b][1,4]oxazin-1(7H)-yl)cyclobutyl)sulfamoyl)azetidine-1-carboxylate